5-(4-Methylpiperazin-1-yl)-2-(thieno[3,2-c]pyridin-4-yl)-4,5,6,7-tetrahydro-2H-indazol-3-ol CN1CCN(CC1)C1CC2=C(N(N=C2CC1)C1=NC=CC2=C1C=CS2)O